(R)-N-(1'-methyl-6-morpholino-3H-spiro[benzofuran-2,3'-pyrrolidin]-5-yl)pyrazolo[1,5-a]pyrimidine-3-carboxamide CN1C[C@@]2(CC1)OC1=C(C2)C=C(C(=C1)N1CCOCC1)NC(=O)C=1C=NN2C1N=CC=C2